O[C@H](C1=CC2=C(C(=NO2)NS(=O)(=O)C2=C(C=CC=C2OC)OC)C(=C1)OC)C=1OC=CN1 N-{6-[(R)-hydroxy(1,3-oxazol-2-yl)methyl]-4-methoxy-1,2-benzooxazol-3-yl}-2,6-dimethoxybenzenesulfonamide